(5-(3-chloro-5-cyanobenzyl)pyridin-2-yl)-1-methyl-6-oxo-1,4,5,6-tetrahydropyridazine-3-carboxamide ClC=1C=C(CC=2C=CC(=NC2)C2C(=NN(C(C2)=O)C)C(=O)N)C=C(C1)C#N